Cl.C(C)OC=1C=C(C=2N(C1)N=C1C2C=NN1)C=1C=CC(=NC1)N1C[C@@H]2C([C@@H]2C1)CN ((1R,5S,6s)-3-(5-(6-ethoxy-1H-pyrazolo[3',4':3,4]pyrazolo[1,5-a]pyridin-4-yl)pyridin-2-yl)-3-azabicyclo[3.1.0]hexan-6-yl)methanamine hydrochloride